O=C1NC(CCC1N1C(C2=CC=C(C=C2C1=O)N1CCC(CC1)C=O)=O)=O 1-(2-(2,6-dioxopiperidine-3-yl)-1,3-dioxoisoindolin-5-yl)piperidine-4-carbaldehyde